N-cyclopropyl-2,6-dihydroxy-5'-methyl-4-pentyl-2'-(prop-1-en-2-yl)-[1,1'-biphenyl]-3-carboxamide C1(CC1)NC(=O)C=1C(=C(C(=CC1CCCCC)O)C1=C(C=CC(=C1)C)C(=C)C)O